5-[2-(tert-butoxy)-2-oxoethyl]-[1,2,4]triazolo[1,5-a]pyridin-8-yl 4-{[(1E)-{[(tert-butoxy)carbonyl]amino}({[(tert-butoxy)carbonyl]imino})methyl]amino}-3-chlorobenzoate C(C)(C)(C)OC(=O)N/C(=N/C(=O)OC(C)(C)C)/NC1=C(C=C(C(=O)OC=2C=3N(C(=CC2)CC(=O)OC(C)(C)C)N=CN3)C=C1)Cl